ethyl (R)-6-(tert-butyl)-3-(cyclopropylmethoxy)-2-methoxy-10-oxo-5,10-dihydro-6H-pyrido[1,2-h][1,7]naphthyridine-9-carboxylate C(C)(C)(C)[C@H]1CC=2C=C(C(=NC2C=2N1C=C(C(C2)=O)C(=O)OCC)OC)OCC2CC2